OCC1CC(C1)C(=O)OC methyl 3-(hydroxymethyl)cyclobutane-1-carboxylate